C1(CCCCC1)COC1=C(C(=C(C=C1)C1=CC=CC=C1)OC)N (cyclohexylmethoxy)-2-methoxybiphenyl-3-amine